C(CC)N(CCC1=CNC2=CC=C(C=C12)OC(CC(=O)O)=O)CCC 3-((3-(2-(dipropylamino)ethyl)-1H-indol-5-yl)oxy)-3-oxopropionic acid